5-formyl-6-hydroxyundecane-1,11-diyl dipalmitate C(CCCCCCCCCCCCCCC)(=O)OCCCCC(C(CCCCCOC(CCCCCCCCCCCCCCC)=O)O)C=O